(R)-6-chloro-3-((1-(3,6-dimethyl-2-(4-(5-methyl-1,3,4-oxadiazol-2-yl)piperidin-1-yl)-4-oxo-3,4-dihydroquinazolin-8-yl)ethyl)amino)-N-(methylsulfonyl)picolinamide ClC1=CC=C(C(=N1)C(=O)NS(=O)(=O)C)N[C@H](C)C=1C=C(C=C2C(N(C(=NC12)N1CCC(CC1)C=1OC(=NN1)C)C)=O)C